ClC=1C(=C(C(N(N1)CC1=NC(=NO1)CCC1=CC=C(C=C1)Cl)=O)C)C 6-chloro-2-((3-(4-chlorophenethyl)-1,2,4-oxadiazol-5-yl)methyl)-4,5-dimethylpyridazin-3(2H)-one